ClC1=NC=C(C=N1)NC(=O)[C@@H]1N(C[C@H](C1)F)C(=O)OC(C)(C)C tert-butyl (2R,4S)-2-[(2-chloropyrimidin-5-yl)carbamoyl]-4-fluoro-pyrrolidine-1-carboxylate